ClC1=CC2=C(N=C(O2)N[C@@H](C)C(=O)N)C=C1C(F)(F)F N2-[6-chloro-5-(trifluoromethyl)-1,3-benzoxazol-2-yl]-L-alaninamide